BrC1=CC2=C(C(OC(N2)=O)C)C=C1 7-bromo-4-methyl-1,4-dihydro-2H-3,1-benzoxazin-2-one